C(C)C=1C(=CC(=CC1)O)C 4-ethyl-3-cresol